ClC=1C=C2C=CC=C(C2=CC1)C1=NC(=NC(=N1)C1=CC=CC=C1)C1=CC=CC=C1 2-(6-chloro-1-naphthyl)-4,6-diphenyl-1,3,5-triazine